C(CCC)(=O)O.CSCSCCC(C(=O)O)=O 4-(methylthio(methylsulfanyl))-2-keto-butyric acid (butanoate)